(E)-ethyl 4-(3-bromo-5-methoxy-4-(3-o-tolylacryloyloxy)phenyl)-6-methyl-2-oxo-1,2,3,4-tetrahydropyrimidine-5-carboxylate BrC=1C=C(C=C(C1OC(\C=C\C1=C(C=CC=C1)C)=O)OC)C1NC(NC(=C1C(=O)OCC)C)=O